N-(methyl(oxo)(pyridin-4-yl)-λ6-sulfaneylidene)-6-(5-(trifluoromethyl)-1,2,4-oxadiazol-3-yl)nicotinamide CS(=NC(C1=CN=C(C=C1)C1=NOC(=N1)C(F)(F)F)=O)(C1=CC=NC=C1)=O